4-(3,5-Dimethoxybenzyl)-9-(4-fluoro-2-methylphenyl)-7-((5-imino-1-methyl-1,5-dihydro-4H-1,2,4-triazol-4-yl)methyl)-3,4-dihydrobenzo[f][1,4]oxazepin-5(2H)-one COC=1C=C(CN2CCOC3=C(C2=O)C=C(C=C3C3=C(C=C(C=C3)F)C)CN3C=NN(C3=N)C)C=C(C1)OC